ClC=1C(=CC(=NC1)OC)OC1=NC=CC2=CC(=CC(=C12)O[C@H](C(F)(F)F)C)N1N=C(N(C1=O)CC)CO (S)-1-(1-((5-Chloro-2-methoxypyridin-4-yl)oxy)-8-((1,1,1-trifluoropropan-2-yl)oxy)isoquinolin-6-yl)-4-ethyl-3-(hydroxymethyl)-1H-1,2,4-triazol-5(4H)-one